4-(((3S,4R)-1-((4-bromo-2-chlorophenyl)sulfonyl)-4-hydroxy-4-(hydroxymethyl)pyrrolidin-3-yl)sulfonyl)benzonitrile BrC1=CC(=C(C=C1)S(=O)(=O)N1C[C@@H]([C@@](C1)(CO)O)S(=O)(=O)C1=CC=C(C#N)C=C1)Cl